(1R)-1-(5-chloropyridin-2-yl)ethylamine dihydrochloride Cl.Cl.ClC=1C=CC(=NC1)[C@@H](C)N